Triazolo[1,5-a][1,3,5]Triazine N1=NC=C2N1C=NC=N2